(3S)-3-[6-[(6-methoxy-2-methyl-3,4-dihydro-1H-isoquinolin-7-yl)amino]pyrazolo[3,4-d]pyrimidin-1-yl]butan-1-ol COC=1C=C2CCN(CC2=CC1NC1=NC=C2C(=N1)N(N=C2)[C@H](CCO)C)C